ClC=1C=CC(=C(C1)CC(=O)NC1=CCN(C=C1)C(C#CC)(C)C)O 4-[[2-(5-Chloro-2-hydroxyphenyl)acetyl]amino]-N-(1,1-dimethylbut-2-ynyl)pyridin